OS(=O)(=O)C(F)(F)F.CN1C=C(C2=CC=CC=C12)C(C1=CN(C2=CC=CC=C12)C)C1=C(C=CC=C1)P(C1=CC=CC=C1)C1=CC=CC=C1 (bis(1-methyl-1H-indol-3-yl)methyl)triphenylphosphine triflate